C1(CC1)C1CNC=2C=C(C=C3C2N1C(=C3)C3=NC1=C(N3C)C(=CC(=C1)C=O)F)F (2-(3-cyclopropyl-8-fluoro-2,3-dihydro-1H-pyrrolo[1,2,3-de]quinoxalin-5-yl)-7-fluoro-1-methyl-1H-benzo[d]imidazol-5-yl)methanone